4'-((6-butyl-5-(ethyl-(phenyl)amino)-2,4-dihydroxypyridin-3-yl)sulfonyl)-[1,1'-biphenyl]-2-carbonitrile C(CCC)C1=C(C(=C(C(=N1)O)S(=O)(=O)C1=CC=C(C=C1)C=1C(=CC=CC1)C#N)O)N(C1=CC=CC=C1)CC